ClC1=C(C=CC(=C1)[N+](=O)[O-])N=C=O 2-chloro-1-isocyanato-4-nitro-benzene